(6-((R)-1-(4-fluorophenyl)ethyl)-5-((2-(pyrrolidin-1-yl)ethyl)amino)pyrazin-2-yl)((S)-3-methoxypyrrolidin-1-yl)methanone FC1=CC=C(C=C1)[C@@H](C)C1=C(N=CC(=N1)C(=O)N1C[C@H](CC1)OC)NCCN1CCCC1